C(C)OC([C@@H](CC1=CC=C(C=C1)OCCOCC)OS(=O)(=O)C)=O |r| racemic-ethyl-3-[4-(2-ethoxyethoxy)phenyl]-2-[(methanesulfonyl)oxy]propanoate